ClC1=CC(=C(CNC(=O)[C@]2(C=3C=CC=NC3[C@@](CC2)(CO)O)F)C=C1)F (5S,8S)-N-(4-chloro-2-fluorobenzyl)-5-fluoro-8-hydroxy-8-(hydroxymethyl)-5,6,7,8-tetrahydroquinoline-5-carboxamide